(4-aminoquinolin-3-yl)-[7-fluoro-2-(oxan-2-yl)indazol-4-yl]methanone NC1=C(C=NC2=CC=CC=C12)C(=O)C=1C2=CN(N=C2C(=CC1)F)C1OCCCC1